[Na+].FC(S(=O)[O-])(F)F trifluoromethanesulfinic acid, sodium salt